COC1=CC=C(C(=N1)C)N1CN(C2=CC(=CC=C2C1=O)C(F)(F)F)C=1C(=NC=CC1)C 3-(6-methoxy-2-methylpyridin-3-yl)-1-(2-methylpyridin-3-yl)-7-(trifluoromethyl)-2,3-dihydroquinazolin-4(1H)-one